(2-(3',6'-dibromo-10H-spiro[acridin-9,9'-fluoren]-10-yl)ethyl)phosphoric acid BrC=1C=CC=2C3(C4=CC=C(C=C4C2C1)Br)C1=CC=CC=C1N(C=1C=CC=CC13)CCOP(O)(O)=O